1-nonen-3-ol C=CC(CCCCCC)O